ClC1=CC=C(C(=N1)C(=O)O)NC(C)C1=CC(=CC=2C=3N(C(=NC12)N1CCC(CC1)(F)F)C=C(N3)Cl)C 6-chloro-3-((1-(2-chloro-5-(4,4-difluoropiperidin-1-yl)-9-methylimidazo[1,2-c]quinazolin-7-yl)ethyl)amino)picolinic acid